9-Ethyl-7-fluoro-8-(5-fluoro-3-methyl-1H-indol-7-yl)-1,4,4-trimethyl-5H-[1,2,4]triazolo[4,3-a]quinoxaline C(C)C=1C(=C(C=C2NC(C=3N(C12)C(=NN3)C)(C)C)F)C=3C=C(C=C1C(=CNC31)C)F